tert-butyl (R)-3-(3-fluorophenyl)piperazine-1-carboxylate FC=1C=C(C=CC1)[C@@H]1CN(CCN1)C(=O)OC(C)(C)C